O=C1COCCN1C1CCN(CC1)C(=O)OC(C)(C)C tert-butyl 4-(3-oxomorpholino)piperidine-1-carboxylate